ClC1=CC(=C(C=C1)C(CC1=NC(=NC(=N1)N[C@@H](CO)CC(C)C)NS(=O)(=O)C)C)F N-(4-(2-(4-Chloro-2-fluorophenyl)propyl)-6-(((R)-1-hydroxy-4-methylpentan-2-yl)amino)-1,3,5-triazin-2-yl)methanesulfonamide